C(CC)SC(C(C)SCCS)S propylthio-2-(2-mercaptoethylthio)propane-1-thiol